(R)-2-(3-methoxy-2,2-dimethyl-3-oxopropyl)-3-oxohexahydroimidazo[1,5-a]Pyrazine-7(1H)-carboxylic acid tert-butyl ester C(C)(C)(C)OC(=O)N1C[C@@H]2N(CC1)C(N(C2)CC(C(=O)OC)(C)C)=O